2-(3-((4-((2-Ethyl-4-phenylthiazol-5-yl)oxy)pyridin-2-yl)amino)phenyl)propan-2-ol C(C)C=1SC(=C(N1)C1=CC=CC=C1)OC1=CC(=NC=C1)NC=1C=C(C=CC1)C(C)(C)O